CO\N=C/1\C2=C(NC=N1)N(C=C2)[C@H]2[C@@H]([C@@H]([C@H](C2)[C@H](O)C2=CC(=C(C=C2)F)F)O)O (Z)-7-((1R,2S,3R,4R)-4-((S)-(3,4-difluorophenyl)(hydroxy)methyl)-2,3-dihydroxycyclopentyl)-1,7-dihydro-4H-pyrrolo[2,3-d]pyrimidin-4-one O-methyl oxime